tert-butyl N-[4-cyano-1'-(2,2,2-trifluoroacetyl)spiro[2H-thieno[2,3-b]thiophene-3,3'-azetidine]-5-yl]carbamate C(#N)C=1C2=C(SC1NC(OC(C)(C)C)=O)SCC21CN(C1)C(C(F)(F)F)=O